FC=1C=CC=C2CCC(CC12)O 8-fluoro-1,2,3,4-tetrahydronaphthalen-2-ol